C(C)(C)(C)OC(=O)C1=NC(=CC=C1C=1C(=NC(=CC1)N1CC2=C(C=CC=C2CC1)C(NC=1SC2=C(N1)C=CC=C2)=O)C(=O)OC(C)(C)C)N2CC1=C(C=CC=C1CC2)C(NC=2SC1=C(N2)C=CC=C1)=O 6,6'-bis(8-(benzo[d]thiazol-2-ylcarbamoyl)-3,4-dihydroisoquinolin-2(1H)-yl)-3,3'-bipyridine-2,2'-dicarboxylic acid di-tert-butyl ester